P(=O)(OC1=C(C=CC=C1)CCCCCCC)(OC1=C(C=CC=C1)CCCCCCC)[O-] di-(heptylphenyl) phosphate